FC1=CC=C(C=C1)C=1C=C2C(=C(C(N(C2=NC1)CCN1CCOCC1)=O)C(=O)NC1CCC(CC1)C)O 6-(4-fluorophenyl)-4-hydroxy-N-(4-methylcyclohexyl)-1-(2-morpholinoethyl)-2-oxo-1,2-dihydro-1,8-naphthyridine-3-carboxamide